FC1(CN([C@@H]([C@@H](O1)C)C([2H])([2H])NC1=NC=C(N=C1)C(F)(F)F)C(=O)OC(C)(C)C)F tert-Butyl (5R,6S)-2,2-difluoro-6-methyl-5-(((5-(trifluoromethyl)pyrazin-2-yl)amino) methyl-d2)morpholine-4-carboxylate